3-(4-(ethylsulfonamido)phenyl)-5-((2-methoxypyridin-4-yl)amino)-1H-pyrazole-4-carboxamide C(C)S(=O)(=O)NC1=CC=C(C=C1)C1=NNC(=C1C(=O)N)NC1=CC(=NC=C1)OC